O.N[C@@H](CCC(=O)[O-])C(=O)[O-].[Na+].[Na+] (+)-sodium glutamate-hydrate